5-{2-acetamidoimidazo[1,2-b]pyridazin-6-yl}-2-methyl-N-{[3-(trifluoromethoxy)phenyl]methyl}pyridine-3-carboxamide C(C)(=O)NC=1N=C2N(N=C(C=C2)C=2C=C(C(=NC2)C)C(=O)NCC2=CC(=CC=C2)OC(F)(F)F)C1